[Na].C(C=C)(=O)OC(CS(=O)(=O)O)(C)C 2-acryloxy-2-methylpropanesulfonic acid sodium